O1C(NC2=C1C=CC(=C2)NC2=NC(=NC=C2C)NC=2C=NC(=CC2)N2CC(N(CC2)C(=O)OC(C)(C)C)C)=O N4-(benzo[d]oxazol-2(3H)-on-5-yl)-N2-(6-(3-methyl-4-tert-butoxycarbonylpiperazin-1-yl)pyridin-3-yl)-5-methylpyrimidine-2,4-diamine